3,4-dihydro-2H-1,4-benzoxazine-5-carboxylate O1CCNC=2C1=CC=CC2C(=O)[O-]